ClC1=CC2=C(N(C(N=C2N2[C@H](CN(CC2)C(=O)OC(C)(C)C)C)=O)C=2C(=NC=CC2C)C(C)C)N=C1C1=C(C=CC=C1)F (S)-tert-butyl 4-(6-chloro-7-(2-fluorophenyl)-1-(2-isopropyl-4-methylpyridin-3-yl)-2-oxo-1,2-dihydropyrido[2,3-d]pyrimidin-4-yl)-3-methylpiperazine-1-carboxylate